N-(2-amino-4-((4-(trifluoromethyl)benzyl)amino)phenyl)-4-cyclohexylbutanamide NC1=C(C=CC(=C1)NCC1=CC=C(C=C1)C(F)(F)F)NC(CCCC1CCCCC1)=O